C(CCCCCCCCCS(=O)(=O)[O-])S(=O)(=O)[O-] decanedisulfonate